C(C)OC/C=C/C(=O)N1CC2=C([C@@H](C1)C1=C(C=CC=C1)C=1C(=NN(C1)CC)C(F)(F)F)C=C(S2)C#N (S,E)-6-(4-ethoxybut-2-enoyl)-4-(2-(1-ethyl-3-(trifluoromethyl)-1H-pyrazol-4-yl)phenyl)-4,5,6,7-tetrahydrothieno[2,3-c]pyridine-2-carbonitrile